3-[7-bromo-8-chloro-6-fluoro-3-(methylsulfanyl)-10-oxa-2,4,13-triazatricyclo[7.4.1.0^{5,14}]tetradeca-1,3,5(14),6,8-pentaen-13-yl]-N,N-dimethylcyclobutane-1-carboxamide BrC1=C(C=2N=C(N=C3N(CCOC(=C1Cl)C32)C3CC(C3)C(=O)N(C)C)SC)F